ClC=1C=CC(=C(CN2C[C@H](N(CC2)C(=O)OC=2C=NC=C(C2)F)C)C1)C(F)(F)F (R)-5-Fluoro-pyridin-3-yl 4-(5-chloro-2-(trifluoromethyl) benzyl)-2-methyl-piperazine-1-carboxylate